C1(CC1)C[C@@H](C(=O)OC)N(C(C[C@H]1N(C(CC1)=O)CC1=C(C(=CC(=C1)F)F)F)=O)CC#C Methyl (S)-3-cyclopropyl-2-(2-((S)-5-oxo-1-(2,3,5-trifluorobenzyl)pyrrolidin-2-yl)-N-(prop-2-yn-1-yl)acetamido)propanoate